C(=C)N1C(N(CC1)C=C)=O 1,3-divinylimidazolin-2-one